N-((S)-1-(pyridin-2-yl)ethyl)-8-(4-(trifluoromethyl)cyclohex-1-en-1-yl)quinoline-3-carboxamide N1=C(C=CC=C1)[C@H](C)NC(=O)C=1C=NC2=C(C=CC=C2C1)C1=CCC(CC1)C(F)(F)F